N1-(2-(2,6-Dioxopiperidin-3-yl)-1-oxoisoindolin-4-yl)-N4-(3-methoxypropyl)succinamide O=C1NC(CCC1N1C(C2=CC=CC(=C2C1)NC(CCC(=O)NCCCOC)=O)=O)=O